1-N'-[3-fluoro-4-[[6-methoxy-7-(2-methoxyethoxy)-1,5-naphthyridin-4-yl]oxy]phenyl]-1-N-(4-fluoro-phenyl)cyclopropane-1,1-dicarboxamide FC=1C=C(C=CC1OC1=CC=NC2=CC(=C(N=C12)OC)OCCOC)NC(=O)C1(CC1)C(=O)NC1=CC=C(C=C1)F